Ethyl (3'R,4'S,5'R)-6''-chloro-4'-(2-chloro-3-fluoropyridin-4-yl)-4,4-dimethyl-2''-oxo-1'',2''-dihydrodispiro[cyclohexane-1,2'-pyrrolidine-3',3''-indole]-5'-carboxylate ClC1=CC=C2[C@@]3(C(NC2=C1)=O)C1(N[C@H]([C@@H]3C3=C(C(=NC=C3)Cl)F)C(=O)OCC)CCC(CC1)(C)C